FC(C=1C=C(C(=O)C2=NC3=CC=C(C=C3C(N2)=O)NS(=O)(=O)C2=CC=C(C)C=C2)C=CC1)(F)F 2-(3-trifluoromethylbenzoyl)-6-p-toluenesulfonylamino-4(3H)-quinazolinone